3-(3,4-dimethoxyphenyl)-2-phenyl-4,5,6,7-tetrahydro-2H-indazole COC=1C=C(C=CC1OC)C=1N(N=C2CCCCC12)C1=CC=CC=C1